O=C(CCNCC1=NNC(C2=CC=CC=C12)=O)N1C2CN(CC1CC2)C2=NC=C(C=C2)C(F)(F)F 4-(((3-oxo-3-(3-(5-(trifluoromethyl)pyridin-2-yl)-3,8-diazabicyclo[3.2.1]octan-8-yl)propyl)amino)methyl)phthalazin-1(2H)-one